CC1=C(OC(C(=O)OCC)(C)C)C(=CC(=C1)CN1C(N(CC1)C1=CC=C(C=C1)C)=O)C Ethyl 2-(2,6-dimethyl-4-((2-oxo-3-(p-tolyl) imidazolin-1-yl) methyl) phenoxy)-2-methylpropionate